OC1(CN(CC1)C1=CC=C(C=N1)C1CN(C1)C(=O)OC(C)(C)C)C(F)(F)F Tert-Butyl 3-[6-[3-hydroxy-3-(trifluoromethyl)pyrrolidin-1-yl]-3-pyridyl]azetidine-1-carboxylate